Cl.NC1CC(C1)(O)C (1s,3s)-3-amino-1-methylcyclobutan-1-ol monohydrochloride